Butyl 3-(3-((5-(2-fluoro-5-((6-fluoro-4-methyl-1H-indol-5-yl)oxy)phenyl)-4H-1,2,4-triazol-3-yl)methyl)phenyl)cyclobutane-1-carboxylate FC1=C(C=C(C=C1)OC=1C(=C2C=CNC2=CC1F)C)C=1NC(=NN1)CC=1C=C(C=CC1)C1CC(C1)C(=O)OCCCC